dihydroxy-1-pentene OC(=CCCC)O